Methyl 5-hydroxy-1-(4-methoxybenzyl)-1H-1,2,3-triazole-4-carboxylate OC1=C(N=NN1CC1=CC=C(C=C1)OC)C(=O)OC